(3R)-4-(3,5-difluorophenoxy)-2,2,3-trifluoro-7-(trifluoromethylsulfanyl)indan-1-one FC=1C=C(OC2=C3[C@H](C(C(C3=C(C=C2)SC(F)(F)F)=O)(F)F)F)C=C(C1)F